CC1(CC(C1)NC1=C(C=CC=C1C(F)(F)F)[N+](=O)[O-])O (cis)-1-methyl-3-{[2-nitro-6-(trifluoromethyl)phenyl]amino}cyclobutan-1-ol